COC1=C(C=CC(=C1)OC)CN(C=1N=NC(=C2C1N=C(N2CC2=CC=C(C=C2)CNC(OC(C)(C)C)=O)C=O)OC(C)C)CC2=C(C=C(C=C2)OC)OC tert-butyl N-[[4-[[7-[bis[(2,4-dimethoxyphenyl)methyl]amino]-2-formyl-4-isopropoxy-imidazo[4,5-d]pyridazin-3-yl]methyl]phenyl]methyl]carbamate